2-(3,5-difluoro-4-iodophenyl)-5-propyl-1,3-dioxane FC=1C=C(C=C(C1I)F)C1OCC(CO1)CCC